S(=O)(=O)(O[O-])[O-].[Na+].[Na+] sodium peroxymonosulfate salt